N-[3-[[1-(1,3-benzothiazol-2-yl)-2-(3-carbamimidoylphenyl)ethyl]sulfamoyl]phenyl]-6,7-dihydrothieno[2,3-b]pyrazine-6-carboxamide S1C(=NC2=C1C=CC=C2)C(CC2=CC(=CC=C2)C(N)=N)NS(=O)(=O)C=2C=C(C=CC2)NC(=O)C2CC=1C(=NC=CN1)S2